N-(furan-2-ylmethyl)-3-((4-(methyl(propyl)amino)-6-(trifluoromethyl)pyrimidin-2-yl)thio)propenamide O1C(=CC=C1)CNC(C=CSC1=NC(=CC(=N1)N(CCC)C)C(F)(F)F)=O